NC1=NC2=CC=C(C=C2C=C1C)C(=O)N(CC1=NC=C(C=C1)C(F)(F)F)C1C(C1)C1CC1 2-amino-N-(2-cyclopropylcyclopropyl)-3-methyl-N-[[5-(trifluoromethyl)-2-pyridyl]methyl]quinoline-6-carboxamide